(tert-butyldimethylsilyloxy)-pyrene [Si](C)(C)(C(C)(C)C)OC1=CC=C2C=CC3=CC=CC4=CC=C1C2=C34